ClC1=C(C=CC(=C1)Cl)[C@@H](C)N1N=C(C=2C1=NC(=CN2)N2CC(C2)[C@@H]2CN(CCC2)C(C)C)C#N 1-((R)-1-(2,4-dichlorophenyl)ethyl)-6-(3-((R)-1-isopropylpiperidin-3-yl)azetidin-1-yl)-1H-pyrazolo[3,4-b]Pyrazine-3-carbonitrile